C1(=CC=CC=C1)C=O benzene-carbaldehyde